4-(3-aminopropoxy)-2-(2,6-dioxopiperidin-3-yl)isoindole-1,3-dione NCCCOC1=C2C(N(C(C2=CC=C1)=O)C1C(NC(CC1)=O)=O)=O